C(C)(C)C1=CC=C(C=C1)C(C(=O)NCC=1SC=C2C1CN(C2=O)C2C(NC(CC2)=O)=O)=O 2-(4-isopropylphenyl)-N-((5-(2,6-dioxopiperidin-3-yl)-4-oxo-5,6-dihydro-4H-thieno[3,4-c]pyrrol-1-yl)methyl)-2-oxoacetamide